CCCCCC(C=C)O The molecule is an alkenyl alcohol with a structure based on a C8 unbranched chain with the hydroxy group at C-2 and unsaturation at C-1-C-2. It has a role as an insect attractant, a volatile oil component and a fungal metabolite. It is an alkenyl alcohol and a fatty alcohol. It derives from a hydride of an oct-1-ene.